N1CCC(CC1)N1CCC(CC1)NC(OC(C)(C)C)=O Tert-butyl N-[1-(4-piperidyl)-4-piperidyl]carbamate